CC1(C2(OCCO2)CCC2(C1)OCC(C2)O)C 6,6-dimethyl-1,4,9-trioxadispiro[4.2.48.25]tetradecan-11-ol